ClC=1C2=CC(=CC=C2N=C2CCCCC12)OC1=CC(=CC(=C1)C)C 9-chloro-7-(3,5-dimethylphenoxy)-1,2,3,4-tetrahydroacridine